N-(3-(3,6-diazabicyclo[3.1.1]heptane-3-yl)-1,2,4-thiadiazol-5-yl)-2''-(difluoromethyl)-3-fluoro-5''-methoxy-2-oxo-2H-[1,2':4',4''-terpyridine]-5'-carboxamide C12CN(CC(N1)C2)C2=NSC(=N2)NC(=O)C=2C(=CC(=NC2)N2C(C(=CC=C2)F)=O)C2=CC(=NC=C2OC)C(F)F